5-fluoro-2-(3-(trans-4-((R)-2-(hydroxymethyl)pyrrolidin-1-yl)cyclohexyl)-1H-pyrrolo[2,3-c]pyridin-1-yl)-N-isopropyl-N-methylbenzamide FC=1C=CC(=C(C(=O)N(C)C(C)C)C1)N1C=C(C=2C1=CN=CC2)[C@@H]2CC[C@H](CC2)N2[C@H](CCC2)CO